F[C@@H]1C[C@H](N(C1)C(CN1N=C(C2=CC(=CC=C12)C1=CN=NC=C1)C(=O)N)=O)C(NC1=C2CN(CC2=CC=C1)C1=NC=CC=C1)=O 1-(2-((2S,4R)-4-fluoro-2-(2-(pyridin-2-yl)isoindolin-4-ylcarbamoyl)pyrrolidin-1-yl)-2-oxoethyl)-5-(pyridazin-4-yl)-1H-indazole-3-carboxamide